C1=2N=C3SC=CC3=C(C2CCN1)O 4-Thia-2,12-diazatricyclo[7.3.0.03,7]dodeca-1(9),2,5,7-tetraen-8-ol